4-isopropylphenyl-isopropylphosphine oxide C(C)(C)C1=CC=C(C=C1)P(C(C)C)=O